1-butyl-3-methylimidazolium triflate salt [O-]S(=O)(=O)C(F)(F)F.C(CCC)N1C=[N+](C=C1)C